ClC1=C(C(=O)O)C=CC(=C1)NC(=O)C1=CC(=C2CCN(C2=C1)S(=O)(=O)C1=C(C=CC(=C1)Cl)OC)C 2-Chloro-4-{[1-(5-chloro-2-methoxy-benzenesulfonyl)-4-methyl-2,3-dihydro-1H-indole-6-carbonyl]-amino}benzoic acid